tert-Butyl 4-(3,7-difluoro-1H-pyrrolo[3,2-c]pyridin-4-yl)piperidine-1-carboxylate FC1=CNC2=C1C(=NC=C2F)C2CCN(CC2)C(=O)OC(C)(C)C